6-BROMO-1,2-DIHYDRO-2-OXO-3-QUINOLINECARBOXALDEHYDE BrC=1C=C2C=C(C(NC2=CC1)=O)C=O